Carbonylcyanide-p-trifluoromethoxyphenylhydrazone FC(OC1=CC=C(C=C1)NN=C(C#N)C#N)(F)F